C1NCCC2=CC=C(C=C12)OC1=C2C(=NC=C1)NC=C2C2=CC(=NC=N2)NCC=2SC=CN2 6-(4-((1,2,3,4-Tetrahydroisochinolin-7-yl)oxy)-1H-pyrrolo[2,3-b]pyridin-3-yl)-N-(thiazol-2-ylmethyl)pyrimidin-4-amin